1-(4-(6-(4-(4-methylpiperazin-1-yl)phenyl)furo[3,2-b]pyridin-3-yl)pyridin-2-yl)ethan-1-one CN1CCN(CC1)C1=CC=C(C=C1)C=1C=C2C(=NC1)C(=CO2)C2=CC(=NC=C2)C(C)=O